2-(3-aminophenyl)-1,7-naphthyridin-8(7H)-one NC=1C=C(C=CC1)C1=NC=2C(NC=CC2C=C1)=O